1-[4-(trifluoromethoxy)phenyl]-1H-1,2,4-triazol-5-amine FC(OC1=CC=C(C=C1)N1N=CN=C1N)(F)F